FC1=CC=2C(C3=CC=CC=C3C2C(=C1)C=1C=NN(C1)C(C(=O)NNC1=NC=NC2=CC=CC=C12)C)(C(F)(F)F)O 2-(4-(2-fluoro-9-hydroxy-9-(trifluoromethyl)-9H-fluoren-4-yl)-1H-pyrazol-1-yl)-N'-(Quinazolin-4-yl)propanehydrazide